C(C1=CC=CC=C1)=C1OC=C(C1)C1=CC=CC=C1 benzylidene-4-phenyl-furan